BrC1=CC=C(N=N1)N[C@@H]1CC[C@H]2CN(C[C@H]21)C(=O)C=2SC(=CC2)C [(3aS,4R,6aR)-4-[(6-bromo-3-pyridazinyl)amino]hexahydrocyclopenta[c]pyrrol-2(1H)-yl](5-methyl-2-thienyl)methanone